2-chloro-4-[[4-(trifluoromethyl)phenyl]methyl]thieno[3,2-b]pyrrole-3-carboxylic acid ClC1=C(C=2N(C=CC2S1)CC1=CC=C(C=C1)C(F)(F)F)C(=O)O